COC=1C=C(C=CC1OC)C=1NC2=CC=C(C=C2C1C(C)C)C1CCN(CC1)C(CN1C[C@H](CCC1)C(=O)N1CCN(CC1)C1=CC(=CC=C1)C(F)(F)F)=O (S)-1-(4-(2-(3,4-dimethoxyphenyl)-3-isopropyl-1H-indol-5-yl)piperidin-1-yl)-2-(3-(4-(3-(trifluoromethyl)phenyl)piperazine-1-carbonyl)piperidin-1-yl)ethan-1-one